tert-butyl (6-(4-bromo-1-methyl-1H-pyrazol-3-yl)pyrimidin-4-yl)carbamate BrC=1C(=NN(C1)C)C1=CC(=NC=N1)NC(OC(C)(C)C)=O